C(C)(C)(C)OC([C@H](NC(=O)OCC1C2=CC=CC=C2C2=CC=CC=C12)CCC(=O)O)=O N-Fmoc-D-glutamic acid 1-tert-butyl ester